dioctyloxy-tetradecenyl-butoxy methyl ether COOC(C(CC)OCCCCCCCC)(C=CCCCCCCCCCCCC)OCCCCCCCC